C(C)(=O)C1=CC(=C2C=CC3=C(C=C(C4=CC=C1C2=C34)C(C)=O)C(C)=O)C(C)=O 1,3,6,8-tetraacetylpyrene